(3R)-3-(4-chlorophenyl)-3-({[(9H-fluoren-9-yl)methoxy]carbonyl}amino)propanoic acid ClC1=CC=C(C=C1)[C@@H](CC(=O)O)NC(=O)OCC1C2=CC=CC=C2C=2C=CC=CC12